(2R,3R,4R,5R)-3-(2-ethyl-3,4-difluoro-phenyl)-4,5-dimethyl-5-(trifluoromethyl)tetrahydrofuran C(C)C1=C(C=CC(=C1F)F)[C@@H]1CO[C@]([C@@H]1C)(C(F)(F)F)C